CN1N=C(C=C1C)C1=CC=C(C=C1)C1=CC=NC=C1 1,5-Dimethyl-3-(4-(pyridin-4-yl)phenyl)-pyrazol